3-hydroxy-6-[2-(5-hydroxybenzo[d]thiazol-2-yl)ethyl]-2-oxo-1H-1,5-naphthyridine-4-carboxamide OC=1C(NC2=CC=C(N=C2C1C(=O)N)CCC=1SC2=C(N1)C=C(C=C2)O)=O